N-(1-(5-(3-cyano-6-(3-hydroxy-3-methylbut-1-yne-1-yl)pyrazolo[1,5-a]pyridin-4-yl)pyridin-2-yl)-4-methylpiperidin-4-yl)-5-fluoro-2-methylbenzamide C(#N)C=1C=NN2C1C(=CC(=C2)C#CC(C)(C)O)C=2C=CC(=NC2)N2CCC(CC2)(C)NC(C2=C(C=CC(=C2)F)C)=O